(S)-1-(1-((3-Fluoropiperidin-3-yl)methyl)-1H-indol-4-yl)dihydropyrimidine-2,4(1H,3H)-dione F[C@@]1(CNCCC1)CN1C=CC2=C(C=CC=C12)N1C(NC(CC1)=O)=O